C(C1=CC=CC=C1)NC(=O)NC[C@H]1NC([C@H](SCC1)C1=CC=C(C=C1)OC1=CC=CC=C1)=O 1-benzyl-3-[[(2R,5S)-3-oxo-2-(4-phenoxyphenyl)-1,4-thiazepan-5-yl]methyl]urea